NC1=NC(N(C=C1Br)C1O[C@]([C@H](C1)O)(C=C)CO)=O 4-amino-5-bromo-1-((4S,5R)-4-hydroxy-5-(hydroxymethyl)-5-vinyltetrahydrofuran-2-yl)pyrimidin-2(1H)-one